[Na+].SC1=NN=NN1C=1C=C(C=CC1)S(=O)(=O)[O-] 3-(5-mercapto-1-tetrazolyl)benzenesulfonic acid sodium salt